NC(=O)N(C1=CC=C(C(=N1)C1=C(C=C(C=C1)F)F)C(=O)N)C1=C(C=CC=C1F)F 6-[(Aminocarbonyl)(2,6-difluorophenyl)amino]-2-(2,4-difluorophenyl)-3-pyridinecarboxamide